N1C=CC=C1 1-aza-2,4-cyclopentadiene